NCC1=C(N)C(=CC=C1)Cl 2-(aminomethyl)-6-chloroaniline